OCCOC1=C(C=CC(=C1)CNC1=C2N=CN(C2=NC(=N1)N1CCN(CC1)C(=O)OC(C)(C)C)C(C)C)C1=CC=CC=C1 tert-Butyl 4-(6-(((2-(2-hydroxyethoxy)-[1,1'-biphenyl]-4-yl)methyl)amino)-9-isopropyl-9H-Purin-2-yl)piperazine-1-carboxylate